ethyl 2-cyano-2-cycloheptylacetate C(#N)C(C(=O)OCC)C1CCCCCC1